1-(3,5-difluoro-4-(pyridin-3-yl)phenyl)-1H-naphthalen FC=1C=C(C=C(C1C=1C=NC=CC1)F)C1CC=CC2=CC=CC=C12